2,5-diethylcyclopentanol C(C)C1C(C(CC1)CC)O